C(C1=CC=CC=C1)[C@H]([C@H]([C@@H](C(C(C(CC=O)NC(=O)C1=NC=CC(=C1O)OC)=O)=O)C)OC(C(C)C)=O)C=O 2-methylpropanoic acid [(6s,7r,8r)-8-benzyl-3-[(3-hydroxy-4-methoxypyridine-2-carbonyl) amino]-6-methyl-4,9-dioxo-1,5-dioxo-non-7-yl] ester